C1=CC=CC=2C3=CC=CC=C3C(C12)COC(=O)N([C@@H]1C(N(CCCCC1)[C@H](C(=O)O)CC(C)C)=O)C (S)-2-((S)-3-((((9H-fluoren-9-yl)methoxy)carbonyl)(methyl)amino)-2-oxoazocan-1-yl)-4-methylpentanoic acid